2-(4-((R)-1-(4-methyl-4H-1,2,4-triazol-3-yl)propan-2-yl)-6-((2-methyloxetan-3-yl)oxy)pyridin-2-yl)-4-(trifluoromethyl)isoindolin-1-one CN1C(=NN=C1)C[C@@H](C)C1=CC(=NC(=C1)OC1C(OC1)C)N1C(C2=CC=CC(=C2C1)C(F)(F)F)=O